Ethyl N-[2-(1,3-benzodioxol-5-yl)-1-methyl-ethyl]-N-methyl-carbamate O1COC2=C1C=CC(=C2)CC(C)N(C(OCC)=O)C